(1aR,5aR)-2-(2,4-Difluoro-phenyl)-1a,2,5,5a-tetrahydro-1H-2,3-diaza-cyclopropa[a]pentalene-4-carboxylic acid [(R)-1-(2-methoxy-ethyl)-piperidin-3-yl]amide COCCN1C[C@@H](CCC1)NC(=O)C=1C=2C[C@@H]3[C@H](C2N(N1)C1=C(C=C(C=C1)F)F)C3